3-hydroxy-3,7-dimethyl-1,6-octadien OC(C=C)(CCC=C(C)C)C